3-(2-((1H-indazol-1-yl)methyl)-8-amino-5-(pyrimidin-4-yl)-[1,2,4]triazolo[1,5-a]pyrazin-6-yl)benzonitrile N1(N=CC2=CC=CC=C12)CC1=NN2C(C(=NC(=C2C2=NC=NC=C2)C=2C=C(C#N)C=CC2)N)=N1